C(C)(C)(C)OC(=O)N1C(C2=CC(=C(C=C2CC1)OC)OC)CCCOC1OCCCC1 6,7-dimethoxy-1-(3-((tetrahydro-2H-pyran-2-yl)oxy)propyl)-3,4-dihydroisoquinoline-2(1H)-carboxylic acid tert-butyl ester